(S)-5-((((6-(3'-((7-bromo-2-(difluoromethyl)pyrido[3,2-d]pyrimidin-4-yl)amino)-2-chloro-2'-methyl-[1,1'-biphenyl]-3-yl)-2-methoxypyridin-3-yl)methyl)amino)methyl)pyrrolidin-2-one BrC1=CC=2N=C(N=C(C2N=C1)NC=1C(=C(C=CC1)C1=C(C(=CC=C1)C1=CC=C(C(=N1)OC)CNC[C@@H]1CCC(N1)=O)Cl)C)C(F)F